10-chloro-11-(5-chloro-2,4-difluorophenyl)-3-methoxy-8-(piperazin-1-yl)-3,4-dihydro-2H,6H-[1,4]thiazepino[2,3,4-ij]quinazolin-6-one ClC=1C=C2C(=NC(N3C2=C(C1C1=C(C=C(C(=C1)Cl)F)F)SCC(C3)OC)=O)N3CCNCC3